lithium (I) 6-bromo-8-morpholinoimidazo[1,2-a]pyrazine-2-carboxylate BrC=1N=C(C=2N(C1)C=C(N2)C(=O)[O-])N2CCOCC2.[Li+]